NC1=C(C=C(C=C1)S1(NCCC1)=O)OC 1-(4-amino-3-methoxyphenyl)-4,5-dihydro-3H-isothiazol-1-oxide